([(2S)-2-{[(benzyloxy)carbonyl]amino}-3-methoxy-3-oxopropoxy]methyl)pyrrolidine-1-carboxylate C(C1=CC=CC=C1)OC(=O)N[C@@H](COCOC(=O)N1CCCC1)C(=O)OC